3-((R)-1-((S)-7-(tert-butyl)-5,6,7,8-tetrahydrothiazolo[5,4-b]quinoline-2-carboxamido)-3-(4-hydroxypiperidin-1-yl)propyl)benzoic acid C(C)(C)(C)[C@@H]1CC=2C=C3C(=NC2CC1)SC(=N3)C(=O)N[C@H](CCN3CCC(CC3)O)C=3C=C(C(=O)O)C=CC3